BrC(C(=O)OCCCCCCCCC)CCCCCC nonyl Bromocaprylate